CN1C(C=CC=C1)N 1-methylpyridin-2-amine